(S)-N-(5-((3-((3-fluoro-2-methoxypyridin-4-yl)methyl)piperazin-1-yl)methyl)thiazol-2-yl)acetamide FC=1C(=NC=CC1C[C@H]1CN(CCN1)CC1=CN=C(S1)NC(C)=O)OC